(S)-1-(3-(6-chloro-3-(1H-imidazol-1-yl)-5-methoxy-1-methyl-1H-pyrrolo[3,2-b]pyridin-2-yl)-1H-1,2,4-triazol-5-yl)-N,N-dimethylethan-1-amine ClC=1C=C2C(=NC1OC)C(=C(N2C)C2=NNC(=N2)[C@H](C)N(C)C)N2C=NC=C2